N-(4-methyl-3-(8-((1-methyl-1H-imidazol-2-yl)amino)-1,2-dihydroimidazo[1,2-a][1,6]naphthyridin-4-yl)phenyl)-4-(trifluoromethyl)picolinamide TFA salt OC(=O)C(F)(F)F.CC1=C(C=C(C=C1)NC(C1=NC=CC(=C1)C(F)(F)F)=O)C=1C=2N(C3=CC(=NC=C3C1)NC=1N(C=CN1)C)CCN2